5-(4-fluoro-3-methoxystyryl)-1,2,3-trimethoxybenzene FC1=C(C=C(C=CC=2C=C(C(=C(C2)OC)OC)OC)C=C1)OC